OCCCCN(CCCCCCC(C(=O)[O-])(CCCCCCCC)CCCCCC)CCCCCCC(C(=O)[O-])(CCCCCCCC)CCCCCC [(4-Hydroxybutyl) azanediyl]di(hexane-6,1-diyl)bis(2-hexyldecanoate)